CN1C(CCC2=CC=CC=C12)=O 1-methyl-3,4-dihydroquinolin-2(1H)-one